FC=1C(=NC=C(C1)F)C1(CC1)NC(=O)C1=CN=C(S1)N1CCC(CC1)N1C[C@@H](CCC1)C N-[1-(3,5-Difluoropyridin-2-yl)cyclopropyl]-2-[(3R)-3-methyl-[1,4'-bipiperidine]-1'-yl]-1,3-thiazole-5-carboxamide